4-(5-amino-1-(ethylsulfonyl)-1H-indazol-6-yl)-6-methyl-7-oxo-6,7-dihydro-1H-pyrrolo[2,3-c]pyridine NC=1C=C2C=NN(C2=CC1C=1C2=C(C(N(C1)C)=O)NC=C2)S(=O)(=O)CC